C1(CC1)NS(=O)(=O)C=1C=C2C(=NC(=NC2=C(C1)N1C[C@@H](N[C@H](C1)C)C)C)C=1SC(=NN1)C(F)F N-cyclopropyl-4-(5-(difluoromethyl)-1,3,4-thiadiazol-2-yl)-8-((3S,5S)-3,5-dimethylpiperazin-1-yl)-2-methylquinazoline-6-sulfonamide